OC[C@H]1O[C@@]2([C@@H](CCO2)NCC2=CC(=CC=C2)C(F)(F)F)[C@@H]([C@H]([C@H]1O)N1N=NC(=C1)C1=CC(=C(C(=C1)F)F)F)O (4r,5s,7r,8r,9s,10r)-7-(hydroxymethyl)-4-((3-(trifluoromethyl)benzyl)amino)-9-(4-(3,4,5-trifluorophenyl)-1H-1,2,3-triazol-1-yl)-1,6-dioxaspiro[4.5]decan-8,10-diol